N[C@H]1CS(C2=C(N(C1=O)CC1=CC=C(C=C1)Cl)C=C(C(=C2)F)C2=NOC(=N2)N2CCOC1(CC1)C2)=O (3R)-3-amino-5-[(4-chlorophenyl)methyl]-8-fluoro-7-[5-(4-oxa-7-azaspiro[2.5]octan-7-yl)-1,2,4-oxadiazol-3-yl]-1-oxo-2,3-dihydro-1lambda4,5-benzothiazepin-4-one